COC(C1=CN=C(C=C1)CN1C(N(C2=C1C=C(C(=C2)Br)F)[C@@H]2CN(CC2)C(=O)OC(C)(C)C)=O)=O (S)-6-((5-bromo-3-(1-(tert-butoxycarbonyl)pyrrolidin-3-yl)-6-fluoro-2-oxo-2,3-dihydro-1H-benzo[d]imidazol-1-yl)methyl)nicotinic acid methyl ester